N-{2,7-dimethylpyrazolo[3,4-c]pyridin-5-yl}-5-(piperazin-1-yl)cinnoline-8-carboxamide CN1N=C2C(=NC(=CC2=C1)NC(=O)C=1C=CC(=C2C=CN=NC12)N1CCNCC1)C